C(#N)C=1C=C(C=CC1)[C@@]1(OCC1)CNC(=O)[C@@H]1[C@H](C1)C1=CC=CC=C1 (1S,2S)-N-[[(2R)-2-(3-cyanophenyl)oxetan-2-yl]methyl]-2-phenyl-cyclopropanecarboxamide